mono(2,3-dimethylbutyl)phosphinic acid CC(CP(O)=O)C(C)C